FC1=CC=C(C=C1)[C@]1(C(CCCC1)=O)NC (R)-2-(4-fluorophenyl)-2-(methylamino)cyclohexan-1-one